[N+](=O)([O-])C=1C=C2C(C(=O)N(C2=O)C2=CC=CC=C2)=CC1 4-nitro-N-phenyl-phthalimide